sodium (2S,5R)-2-(N-(methylsulfonyl) formamidyl)-7-oxo-1,6-diazabicyclo[3.2.1]oct-6-yl sulfate S(=O)(=O)(ON1[C@@H]2CC[C@@H](N(C1=O)C2)N(C=O)S(=O)(=O)C)[O-].[Na+]